NC1=CC2=C(N(C([C@H](O2)C)=O)CC2=CC(=CC=C2)OC(F)F)C=C1F (2R)-7-amino-4-{[3-(difluoromethoxy)phenyl]methyl}-6-fluoro-2-methyl-2H-1,4-benzoxazin-3-one